C1(CC1)C1=C2CN(C(C2=CC(=C1)O)=O)C1C(NC(CC1)=O)=O 3-(4-cyclopropyl-6-hydroxy-1-oxoisoindolin-2-yl)piperidine-2,6-dione